C(C)(C)(C)OC(N(CC1=CC(=CC=C1)[N+](=O)[O-])CCCCOC1=CC(=C(C=C1)C)Br)=O (4-(3-bromo-4-methylphenoxy)butyl)(3-nitrobenzyl)carbamic acid tert-butyl ester